OC1=C(C=CC=C1)C=1N=NSC1C1=CC=CC=C1 hydroxydiphenylthiadiazole